tert-butyl 2-((1-(2-(5-chloro-2,3-dihydro-1H-inden-2-yl)-6-methyl-1-oxoisoindolin-4-yl)ethyl)amino)benzoate ClC=1C=C2CC(CC2=CC1)N1C(C2=CC(=CC(=C2C1)C(C)NC1=C(C(=O)OC(C)(C)C)C=CC=C1)C)=O